4-(4-(1-(Trifluoromethyl)cyclopropyl)phenyl)imidazo[1,2-a]quinoxaline-7-carboxylic acid FC(C1(CC1)C1=CC=C(C=C1)C=1C=2N(C3=CC=C(C=C3N1)C(=O)O)C=CN2)(F)F